N-propyl-N2-{2-[3-(trifluoromethoxy)phenyl][1,2,4]triazolo[1,5-c]quinazolin-5-yl}-D-alaninamide C(CC)NC([C@H](NC1=NC=2C=CC=CC2C=2N1N=C(N2)C2=CC(=CC=C2)OC(F)(F)F)C)=O